ClC1=C(CNC(=O)C2(C=3C=CC=NC3C3(CC2)OC3)F)C(=CC(=C1)Cl)C N-(2,4-dichloro-6-methylbenzyl)-5'-fluoro-6',7'-dihydro-5'H-spiro[oxirane-2,8'-quinoline]-5'-carboxamide